tert-butyl 4-(7-(2,4-dioxotetrahydropyrimidin-1(2H)-yl)benzo[d]thiazol-2-yl)piperazine-1-carboxylate O=C1N(CCC(N1)=O)C1=CC=CC=2N=C(SC21)N2CCN(CC2)C(=O)OC(C)(C)C